C1(=CC=CC=C1)CCC(=O)NC1=C(C2=C(S1)CCC2)C(=O)N 2-(3-phenylpropanamido)-4H,5H,6H-cyclopenta[b]thiophene-3-carboxamide